C(C1=CC=CC=C1)OC1=NC(=C(C2=C1CCC2)Br)OC 1-benzyloxy-4-bromo-3-methoxy-6,7-dihydro-5H-cyclopenta[c]pyridine